[Cl].OC1=C(C=NNC(C2=CC=C(C=C2)C=2NC=CN2)=O)C=CC=C1OC N-(2-hydroxy-3-methoxybenzylidene)-4-(imidazolyl)benzoyl-hydrazine chlorine